2-(chloromethyl)-1,3-difluorobenzene ClCC1=C(C=CC=C1F)F